ClC1=C(C=C2CCN(C2=C1)C1=NC=NC2=CC=C(C=C12)C=1C2=C(C=NC1)C(N(C2)C)=O)F 7-[4-(6-chloro-5-fluoro-indolin-1-yl)quinazolin-6-yl]-2-methyl-1H-pyrrolo[3,4-c]pyridin-3-one